C1N(CCC2=CC=CC=C12)C[C@H](CN1CCN(C2=C(C1=O)C=CC(=C2)OC2C(CN(CC2)CC)F)C)O 4-[(2R)-3-(3,4-dihydro-1H-isoquinolin-2-yl)-2-hydroxy-propyl]-8-[(1-ethyl-3-fluoro-4-piperidyl)oxy]-1-methyl-2,3-dihydro-1,4-benzodiazepin-5-one